NC1=NC=CC(=C1Cl)SC=1C(=NC(=CN1)N1CCC2(CC1)C(C1=CC=CC=C1C2)=N)N 3-((2-amino-3-chloropyridin-4-yl)thio)-6-(1-imino-1,3-dihydrospiro[indene-2,4'-piperidine]-1'-yl)pyrazin-2-amine